3,3,3-trifluoropropyl-triphenyltin FC(CC[Sn](C1=CC=CC=C1)(C1=CC=CC=C1)C1=CC=CC=C1)(F)F